1-(4-(2-hydroxy-prop-2-yl)phenyl)-3-(isoquinolin-4-yl)-2-oxoimidazoline-4-carbonitrile OC(C)(C)C1=CC=C(C=C1)N1C(N(C(C1)C#N)C1=CN=CC2=CC=CC=C12)=O